P(=O)(OC(C)(CCOC1=CC=C(C=C1)C1=CN(C=2N=CNC(C21)=O)C2=CC=CC=C2)C)(OCC2=CC=CC=C2)OCC2=CC=CC=C2 (2-methyl-4-(4-(4-oxo-7-phenyl-4,7-dihydro-3H-pyrrolo[2,3-d]pyrimidin-5-yl) phenoxy) butan-2-yl) dibenzyl phosphate